1-(4-Fluoro-3-(4-(cyclobutylcarbonyl)piperazine-1-carbonyl)benzyl)quinazoline-2,4(1H,3H)-dione FC1=C(C=C(CN2C(NC(C3=CC=CC=C23)=O)=O)C=C1)C(=O)N1CCN(CC1)C(=O)C1CCC1